((6-(difluoromethoxy)-2-(2-methyl-[1,1'-biphenyl]-3-yl)benzo[d]oxazol-5-yl)methyl)-D-alanine FC(OC1=CC2=C(N=C(O2)C=2C(=C(C=CC2)C2=CC=CC=C2)C)C=C1CN[C@H](C)C(=O)O)F